C(C1=CC=CC=C1)N1CC=C(C2=CC=CC=C12)C1=CC=C(C=C1)N(C1=CC=CC=C1)C1=CC=CC=C1 1-benzyl-4-(4-(diphenylamino)phenyl)quinoline